C(C=1C(O)=CC=CC1)C(CC)(N)N salicylpropanediamine